(5R,5'R)-5,5'-(((((3,3'-dichloro-[4,4'-bipyridine]-2,2'-diyl)bis(2-methoxy-4,1-phenylene))bis(methylene))bis(azanediyl))bis(methylene))bis(pyrrolidin-2-one) ClC=1C(=NC=CC1C1=C(C(=NC=C1)C1=CC(=C(C=C1)CNC[C@H]1CCC(N1)=O)OC)Cl)C1=CC(=C(C=C1)CNC[C@H]1CCC(N1)=O)OC